Cl.C(#N)C=1C(=NC(=C(C1CC)C#N)N1CCNCCC1)SC(C(=O)N)C1=CC=CC=C1 2-((3,5-dicyano-6-(1,4-diazepan-1-yl)-4-ethylpyridin-2-yl)thio)-2-phenyl-acetamide, hydrochloride